C1(=CC=CC=C1)S(=O)(=O)N1C=CC=2C1=CN=CC2C2=CC=C(C#N)C=C2 4-(1-(Phenylsulfonyl)-1H-pyrrolo[2,3-c]pyridin-4-yl)benzonitrile